FC(OC1=CC=C2CCC=3C(=NOC3C2=C1)C(=O)OCC)(F)F ethyl 8-(trifluoromethoxy)-4,5-dihydronaphtho[2,1-d]isoxazole-3-carboxylate